C1(=CC=C(C=C1)C1=CN=C(O1)C=O)C 5-(p-tolyl)oxazole-2-carbaldehyde